CN1CCC(CC1)NC1=NC=2N(C(=C1)C1=CC=C(C#N)C=C1)N=CN2 4-{5-[(1-methylpiperidin-4-yl)amino]-[1,2,4]triazolo[1,5-a]pyrimidin-7-yl}benzonitrile